pentane-2,5-diol CC(CCCO)O